NC=1C=CC(=C2CN(C(C12)=O)CC(C#N)=C)C1=CC=C2C=NN(C2=C1)C 2-{[7-amino-4-(1-methyl-1H-indazol-6-yl)-1-oxo-2,3-dihydro-1H-isoindol-2-yl]methyl}prop-2-enenitrile